CC1=NC(=CC=C1O[C@@H]1C[C@H](CCC1)C(=O)O)C=1N=NN(C1COC1=NC=NC(=C1)C(F)(F)F)C (1S,3S)-3-((2-methyl-6-(1-methyl-5-(((6-(trifluoromethyl)pyrimidin-4-yl)oxy)methyl)-1H-1,2,3-triazol-4-yl)pyridin-3-yl)oxy)cyclohexane-1-carboxylic acid